N1N=CC2=CC(=CC=C12)C1=NOC(=N1)C=1C=CC(=C(C#N)C1)NCC=C 5-(3-(1H-indazol-5-yl)-1,2,4-oxadiazol-5-yl)-2-(allylamino)benzonitrile